ClC=1C(=C(C=CC1)C=1C(N(C(N(C1)CC(N1CCC(CC1)N1C(NC2=C(CC1)C=CC=C2)=O)=O)=O)C)=O)OC 5-(3-chloro-2-methoxy-phenyl)-3-methyl-1-{2-oxo-2-[4-(2-oxo-1,2,4,5-tetrahydro-benzo[d][1,3]diazepin-3-yl)-piperidin-1-yl]-ethyl}-1H-pyrimidin-2,4-dion